C(O)([O-])=O.C(C)N1C(=[N+](C=C1)C)C 1-ethyl-2,3-dimethylimidazolium hydrogen carbonate